OC=1C=C([C@H](C(=O)O)O)C=CC1O |r| D,L-3,4-dihydroxymandelic acid